F[C@@H]1CN(CC[C@H]1NC1=NN2C(C=N1)=C(N=C2C(C)C)C(F)(F)F)C(=O)OC(C)(C)C tert-butyl (3R,4R)-3-fluoro-4-{[7-isopropyl-5-(trifluoromethyl)imidazo[4,3-f][1,2,4]triazin-2-yl]amino}piperidine-1-carboxylate